5-(3-(2-aminobenzo[d]thiazol-6-yl)-2-fluoro-6-hydroxyphenyl)-1,2,5-thiadiazolidin-3-one 1,1-dioxide NC=1SC2=C(N1)C=CC(=C2)C=2C(=C(C(=CC2)O)N2CC(NS2(=O)=O)=O)F